((2s,4r)-1-(3,3-dimethyl-4-((2-oxo-4-phenylpyridin-1(2H)-yl) methyl) piperidine-1-carbonyl)Tert-butyl-2-phenylpiperidin-4-yl) carbamate C(N)(O[C@H]1C[C@@](N(CC1)C(=O)N1CC(C(CC1)CN1C(C=C(C=C1)C1=CC=CC=C1)=O)(C)C)(C1=CC=CC=C1)C(C)(C)C)=O